C(C)OC(=O)C=1C=NC2=NC(=CC=C2C1NCC1=C(C=C(C=C1)Br)F)OC 4-((4-bromo-2-fluorobenzyl)amino)-7-methoxy-1,8-naphthyridine-3-carboxylic acid ethyl ester